Cl.C(C)OC([C@@H](CC1=CC(=CC=C1)C1=NNC=C1)N)=O (2R)-2-amino-3-[3-(1H-pyrazol-3-yl)phenyl]propanoic acid ethyl ester hydrochloride